7-(pyridazin-4-ylamino)-3,4-dihydropyrido[2,3-f][1,4]oxazepin-5(2H)-one N1=NC=C(C=C1)NC=1C=CC2=C(C(NCCO2)=O)N1